NC=1C(=NC(=NC1C1=C2C=NNC2=CC=C1C)C1=C(C=CC=C1)NCC(F)F)C(=O)N 5-amino-2-[2-(2,2-difluoroethylamino)phenyl]-6-(5-methyl-1H-indazol-4-yl)pyrimidine-4-carboxamide